FC(S(=O)(=O)OC1=CC2CCC(C1)N2C(=O)OC(C)(C)C)(F)F tertbutyl 3-(trifluoromethylsulfonyloxy)-8-azabicyclo[3.2.1]oct-2-ene-8-carboxylate